5-(2-chloro-5-(isobutyrylaminomethyl)benzoylamino)-1-methyl-1H-indole-2-carboxylic acid ethyl ester C(C)OC(=O)C=1N(C2=CC=C(C=C2C1)NC(C1=C(C=CC(=C1)CNC(C(C)C)=O)Cl)=O)C